2-hydroxyethyl-amino-5-methyl-p-phenylenediamine OCCN(C1=CC=C(C=C1C)N)N